4-(5-(4,4-difluoropiperidine-1-carbonyl)-1H-benzo[d][1,2,3]triazol-1-yl)benzamide FC1(CCN(CC1)C(=O)C1=CC2=C(N(N=N2)C2=CC=C(C(=O)N)C=C2)C=C1)F